C(C1=CC=CC=C1)SN S-benzyl-sulfenamide